BrC1=CC=2C=C3N(C(=NN(C3=O)CC(=O)NC3CN(CCC3)C)C(C)C)C2S1 2-(2-bromo-8-isopropyl-5-oxothieno[3',2':4,5]pyrrolo[1,2-d][1,2,4]triazin-6(5H)-yl)-N-(1-methylpiperidin-3-yl)acetamide